C(#N)C=1C=C(C=CC1)C(N1C(NC(CC1=O)(C)C)=[NH2+])[C@H]1[C@@H](C1)C(N[C@H]1CC(OC2=CC=CC=C12)(C)C)=O [1-[(3-cyanophenyl)-[(1R,2R)-2-[[(4S)-2,2-dimethylchroman-4-yl]carbamoyl]cyclopropyl]methyl]-4,4-dimethyl-6-oxo-hexahydropyrimidin-2-ylidene]ammonium